ClC1=CC=2C(C=3N(C2C=C1)C(C1=C(N3)N=CC=C1)=O)=NOCCN(C)C 9-chloro-11-((2-(dimethylamino)ethoxy)imino)pyrido[2',3':4,5]pyrimido[1,2-a]indol-5(11H)-one